4-[3,5-dioxo-7-(4-hydroxyphenyl)hepta-1,6-dieneyl]phenolate O=C(C=CC1=CC=C(C=C1)[O-])CC(C=CC1=CC=C(C=C1)O)=O